FC1(CCC2=C1N=C(N=C2C2=CC(=CC=C2)N2N=NC=C2)N2[C@H](CC2)C)F 7,7-difluoro-2-[(2S)-2-methylazetidin-1-yl]-4-[3-(triazol-1-yl)phenyl]-5,6-dihydrocyclopenta[d]pyrimidine